t-butyl 8-bromo-6-((4-methylpiperazin-1-yl)methyl)-3,4-dihydroisoquinoline-2(1H)-carboxylate BrC=1C=C(C=C2CCN(CC12)C(=O)OC(C)(C)C)CN1CCN(CC1)C